C(C)OC(=O)C1=CC=NC2=CC=C(C=C12)N1CC(C1)(C)COC 6-(3-(methoxymethyl)-3-methylazetidin-1-yl)quinoline-4-carboxylic acid ethyl ester